1-(4-acryloylpiperazin-1-yl)-3-(4-ethylpiperazin-1-yl)-6-(naphthalen-1-yl)-5,6,7,8-tetrahydro-2,6-naphthyridine-4-carbonitrile C(C=C)(=O)N1CCN(CC1)C1=NC(=C(C=2CN(CCC12)C1=CC=CC2=CC=CC=C12)C#N)N1CCN(CC1)CC